17-hydroxyheptadecyl docos-13-enoate C(CCCCCCCCCCCC=CCCCCCCCC)(=O)OCCCCCCCCCCCCCCCCCO